OCCOC(CCCCCCCCCCCC=O)=O 1,4-dioxan-heptadecane-5,17-dione